C(C)(C)(C)OC(=O)N1CCC(=CC1)C=1C=NC(=C(C1)OC)CN1N=C(C=2N=C(N=C(C21)NCCCC)N)Cl 6-((5-amino-7-(butylamino)-3-chloro-1H-pyrazolo[4,3-d]pyrimidin-1-yl)methyl)-5-methoxy-3',6'-dihydro-[3,4'-bipyridine]-1'(2'H)-carboxylic acid tert-butyl ester